2-bromopyridine-3-carbonitrile BrC1=NC=CC=C1C#N